O=C1NC(CCC1N1C(C2=CC=CC(=C2C1)SCCOCCOCCN1CCC(CC1)C1CCNC=2N1N=C(C2C(=O)N)C2=CC=C(C=C2)OC2=CC=CC=C2)=O)=O 7-(1-(2-(2-(2-((2-(2,6-dioxopiperidin-3-yl)-1-oxoisoindolin-4-yl)thio)Ethoxy)ethoxy)ethyl)piperidin-4-yl)-2-(4-phenoxyphenyl)-4,5,6,7-tetrahydropyrazolo[1,5-a]pyrimidine-3-carboxamide